ClC=1C=C(C=CC1)[C@H]1C[C@@](C(N([C@@H]1C1=CC=C(C=C1)Cl)[C@@H](C(C)C)CS(=O)(=O)C(C)C)=O)(CC(=O)O)C (3R,5R,6S)-5-(3-Chlorophenyl)-6-(4-chlorophenyl)-3-methyl-1-((1S)-2-methyl-1-(((1-methylethyl)sulfonyl)methyl)propyl)-2-oxo-3-piperidineacetic Acid